NC1=C2C(=C(C=3C(N(C(C13)=O)CC(CO)O)=O)N)C(C1=CC=CC=C1C2=O)=O 4,11-diamino-2-(2,3-dihydroxypropyl)-1H-naphth[2,3-f]isoindole-1,3,5,10(2H)-tetrone